BrC1=CC=C(CNC(=O)[C@H]2CN(CCC2)C=2C=3C(N=CN2)=NN(C3)C3=CC=C(C=C3)C(F)(F)F)C=C1 (R)-N-(4-bromobenzyl)-1-(2-(4-(trifluoromethyl)phenyl)-2H-pyrazolo[3,4-d]pyrimidin-4-yl)piperidine-3-carboxamide